5-chloro-4-(cyclopentylmethoxy)-N-((4-cyclopropoxyphenyl)sulfonyl)-2-fluorobenzamide ClC=1C(=CC(=C(C(=O)NS(=O)(=O)C2=CC=C(C=C2)OC2CC2)C1)F)OCC1CCCC1